methyl (3S,6S,7aR,8aR,8bR)-6-((tert-butoxycarbonyl)amino)-5-oxodecahydrocyclopropa[c]pyrrolo[1,2-a]azepine-3-carboxylate C(C)(C)(C)OC(=O)N[C@H]1C[C@@H]2[C@H]([C@@H]3N(C1=O)[C@@H](CC3)C(=O)OC)C2